FC1(C(CN(C1)C)C1=NC2=CC=CC=C2C(=C1N)N)F (4,4-difluoro-1-methylpyrrolidin-3-yl)quinoline-3,4-diamine